CN1CC(C1)(C)C(O)(C=1C=NC=C(C1)N1CCCC1)C1=CC=C(C=C1)C1(CC1)C (1,3-dimethyl-azetidin-3-yl)-[4-(1-methyl-cyclopropyl)-phenyl]-(5-pyrrolidin-1-yl-pyridin-3-yl)-methanol